4-fluoro-1-isopropyl-2-methyl-6-(5-(1-methyl-1H-pyrazol-4-yl)-1H-pyrrolo[2,3-b]pyridin-3-yl)-1H-benzo[d]imidazole FC1=CC(=CC=2N(C(=NC21)C)C(C)C)C2=CNC1=NC=C(C=C12)C=1C=NN(C1)C